2-chloro-6-hydroxy-phenyl-boronic acid ClC1=C(C(=CC=C1)O)B(O)O